C(C)(=O)OCC=1N=C(C2=C(N1)N=CC=C2)C (4-methylpyrido[2,3-d]pyrimidin-2-yl)methyl acetate